[Si](C)(C)(C(C)(C)C)OC(C12C(C(C(C(C=C1)(O2)C([2H])([2H])O[Si](C)(C)C(C)(C)C)Cl)=O)Cl)([2H])[2H] 1,5-bis[[tert-butyl(dimethyl)silyl]oxydideuterio-methyl]-2,4-dichloro-8-oxabicyclo[3.2.1]oct-6-en-3-one